[N+](=O)([O-])C=1C=C2C=C(C(OC2=CC1)=O)C(=O)Cl 6-nitrocoumarincarbonyl chloride